C1(CC1)C1=CC(=NN1)NC(C(C(C)C)C=1C=C(C=CC1)C=1C=CC(=NC1)NC(\C=C\CN1CCOCC1)=O)=O Racemic-(E)-N-(5-(3-(1-((5-cyclopropyl-1H-pyrazol-3-yl)amino)-3-methyl-1-oxobutan-2-yl)phenyl)pyridin-2-yl)-4-morpholinobut-2-enamide